N-(2-ethoxyphenyl)-N'-(4-isododecylphenyl)oxamide C(C)OC1=C(C=CC=C1)NC(=O)C(=O)NC1=CC=C(C=C1)CCCCCCCCCC(C)C